OC(CN1C(=NCCC1)C)COCCC[Si](OC)(OC)OC 1-(2-hydroxy-3-(3-trimethoxysilylpropoxy)prop-1-yl)-2-methyl-1,4,5,6-tetrahydropyrimidine